6-ethoxy-pyrazolo[1,5-a]pyridine-3-carbonitrile C(C)OC=1C=CC=2N(C1)N=CC2C#N